NC1=NC=CC2=CC=C(C=C12)C1=CC2=C(N(N=C2C=C1)C)C(=O)NCCN(C)C 5-(1-aminoisoquinolin-7-yl)-N-(2-(dimethylamino)ethyl)-2-methyl-2H-indazole-3-carboxamide